iodine (iodo)dimethyl-arsine iodide [I-].I[As](C)C.[I+]